4-((4-(2-fluorophenyl)-2-oxo-5-(4,4,5,5-tetramethyl-1,3,2-dioxaborolan-2-yl)pyridin-1(2H)-yl)methyl)-4-hydroxy-3,3-dimethylpiperidine-1-carboxylic acid tert-butyl ester C(C)(C)(C)OC(=O)N1CC(C(CC1)(O)CN1C(C=C(C(=C1)B1OC(C(O1)(C)C)(C)C)C1=C(C=CC=C1)F)=O)(C)C